Rac-(3R)-5-[6-methyl-5-[[6-methyl-4-(methylamino)-2-pyridyl]amino]-2,3-dihydrofuro[3,2-b]pyridin-7-yl]-2,3,4,7-tetrahydro-1H-azepin-3-ol CC=1C(=C2C(=NC1NC1=NC(=CC(=C1)NC)C)CCO2)C=2C[C@H](CNCC2)O |r|